2E-Dodecenal C(\C=C\CCCCCCCCC)=O